tert-Butyl N-[6-benzyloxy-13-methyl-6,15-bis(trifluoromethyl)-19-oxa-3,4,13,18-tetrazatricyclo[12.3.1.12,5]nonadeca-1(17),2,4,9,14(18),15-hexaen-17-yl]carbamate C(C1=CC=CC=C1)OC1(C2=NN=C(C3=C(C=C(C(N(CCC=CCC1)C)=N3)C(F)(F)F)NC(OC(C)(C)C)=O)O2)C(F)(F)F